6-(2-fluoro-4-(piperazin-1-ylmethyl)phenyl)-N-(1-methyl-1H-indazol-5-yl)quinolin-4-amine FC1=C(C=CC(=C1)CN1CCNCC1)C=1C=C2C(=CC=NC2=CC1)NC=1C=C2C=NN(C2=CC1)C